3-(4-(((tert-Butoxycarbonyl)amino)methyl)-4-cyanopiperidin-1-yl)-6-(2,3-dichloropyridin-4-yl)-5-methylpyrazine-2-carboxylic acid ethyl ester C(C)OC(=O)C1=NC(=C(N=C1N1CCC(CC1)(C#N)CNC(=O)OC(C)(C)C)C)C1=C(C(=NC=C1)Cl)Cl